(2-cyano-4-(trifluoromethyl)phenyl)boronic acid C(#N)C1=C(C=CC(=C1)C(F)(F)F)B(O)O